C1N(CCC2=CC=CC=C12)C[C@H](CN1CCOC2=C(C1=O)C=CC(=C2)CN2C1COC(C2)C1)O 4-[(2R)-3-(3,4-dihydro-1H-isoquinolin-2-yl)-2-hydroxy-propyl]-8-(2-oxa-5-azabicyclo[2.2.1]heptan-5-ylmethyl)-2,3-dihydro-1,4-benzoxazepin-5-one